OC(CCN1N=C2C=C(C(=CC2=C1)NC(C1=CC(=CC=C1)S(N)(=O)=O)=O)C1=CC=C(C=C1)CN1CCOCC1)(C)C N-(2-(3-hydroxy-3-methylbutyl)-6-(4-(morpholinomethyl)phenyl)-2H-indazol-5-yl)-3-sulfamoylbenzamide